(S)-N-((R)-(4-chlorophenyl)(4-(trifluoromethoxy)phenyl)methyl)-5-oxopyrrolidine-3-carboxamide ClC1=CC=C(C=C1)[C@H](NC(=O)[C@@H]1CNC(C1)=O)C1=CC=C(C=C1)OC(F)(F)F